4-(3-cyano-6-(1-methyl-1H-pyrazol-4-yl)pyrazolo[1,5-a]pyridin-4-yl)-N-((6-(pyrrolidin-1-yl)pyridin-3-yl)methyl)-1H-pyrazole-1-carboxamide C(#N)C=1C=NN2C1C(=CC(=C2)C=2C=NN(C2)C)C=2C=NN(C2)C(=O)NCC=2C=NC(=CC2)N2CCCC2